CN1N=C(C=C1)[C@@H](CC)NC(OC1=CC=CC=C1)=O Phenyl N-((R)-1-(1-methyl-1H-pyrazol-3-yl)propyl)carbamate